C(N)(=O)C=1C(=NNC1)C carbamoyl-methyl-pyrazole